BrC1=CC=2N(C=C1)C(=CN2)C2=NOC(=C2)CC(=O)OC methyl 2-(3-{7-bromoimidazo[1,2-a]pyridin-3-yl}-1,2-oxazol-5-yl)acetate